OCCOCCO bis(beta-hydroxyethyl) ether